(S)-quinuclidin-3-yl((R)-6-(4-ethylphenyl)-7-fluoro-2,2-dimethyl-1,2,3,4-tetrahydronaphthalen-1-yl)carbamate N12C[C@H](C(CC1)CC2)OC(N[C@@H]2C(CCC1=CC(=C(C=C21)F)C2=CC=C(C=C2)CC)(C)C)=O